CN1C(=NC2=C(C1=O)N=C(N=C2C2=C(C=C(C(=C2)F)F)F)N2C[C@@H](OC1(CC1)C2)C=2C=NN(C2)C)C(F)(F)F (S)-3-methyl-6-(5-(1-methyl-1H-pyrazol-4-yl)-4-oxa-7-azaspiro[2.5]octan-7-yl)-2-(trifluoromethyl)-8-(2,4,5-trifluorophenyl)pyrimido[5,4-d]pyrimidin-4(3H)-one